ClC1=CC=C(C=C1)NC1=NC=NC2=CC(=CC=C12)C=1C=NC(=CC1)N1CCOCC1 N-(4-chlorophenyl)-7-(6-morpholinylpyridin-3-yl)quinazolin-4-amine